[H-].N1CCCCC1 piperidin hydride